methyl 4-methyl-1-[3-nitro-5-(trifluoromethyl)-2-pyridyl]piperidine-4-carboxylate CC1(CCN(CC1)C1=NC=C(C=C1[N+](=O)[O-])C(F)(F)F)C(=O)OC